ClC=1C(=C(C=C(C1CC1=C(C(=C(C=C1)O)C(C)C)F)Cl)NCC(=O)N)F 2-((3,5-dichloro-2-fluoro-4-(2-fluoro-4-hydroxy-3-isopropylbenzyl)phenyl)amino)acetamide